C1(=CC=CC=C1)C(CCO[SiH3])N 3-phenyl-aminopropoxysilane